ClC1=CC=C(C=C1)C1=NN(C[C@@H]1C=1SC=CC1)\C(\NC(=O)NC(C)=O)=N/S(=O)(=O)C1=CC=C(C=C1)C(F)(F)F N-((E)-N'-((Z)-((S)-3-(4-chlorophenyl)-4-(thiophen-2-yl)-4,5-dihydro-1H-pyrazol-1-yl)(((4-(trifluoromethyl)phenyl)sulfonyl)imino)methyl)carbamoyl)acetamide